2-ethyl-para-xylene C(C)C1=C(C=CC(=C1)C)C